ClC=1C=CC2=C(N=C(O2)C2CC3(CC(C3)NC(=O)C3=CC(=NC=C3)NS(=O)(=O)NC)C2)C1 N-[6-(5-chloro-1,3-benzoxazol-2-yl)spiro[3.3]heptan-2-yl]-2-(methylaminosulfonylamino)pyridine-4-carboxamide